FC=1C=C(C=CC1)NC(=O)NC=1SC2=C(N1)C=CC(=C2)OC 1-(3-fluorophenyl)-3-(6-methoxybenzo[d]thiazol-2-yl)urea